(R)-2-(((2R,3S,4R,5R)-5-(6-amino-2-chloro-9H-purin-9-yl)-3-ethynyl-3,4-dihydroxytetrahydrofuran-2-yl)methoxy)-3-(4-(2-oxotetrahydropyrimidin-1(2H)-yl)phenyl)propanoic acid NC1=C2N=CN(C2=NC(=N1)Cl)[C@H]1[C@@H]([C@@]([C@H](O1)CO[C@@H](C(=O)O)CC1=CC=C(C=C1)N1C(NCCC1)=O)(O)C#C)O